FC1=C(C)C=CC(=C1)Br 2-fluoro-4-bromo-toluene